2,4-dihydroxy-5-isopropyl-N-(3-(morpholinomethyl)phenyl)-N-propylbenzamide OC1=C(C(=O)N(CCC)C2=CC(=CC=C2)CN2CCOCC2)C=C(C(=C1)O)C(C)C